(S)-3-(5-(((R)-4,4-Difluoro-1-((2-((R)-tetrahydrofuran-3-yl)quinolin-6-yl)methyl)pyrrolidin-3-yl)oxy)-1-oxoisoindolin-2-yl)piperidine-2,6-dione FC1([C@@H](CN(C1)CC=1C=C2C=CC(=NC2=CC1)[C@@H]1COCC1)OC=1C=C2CN(C(C2=CC1)=O)[C@@H]1C(NC(CC1)=O)=O)F